NC1=C(C=C(C(=C1)C=1C=NC(=NC1)N1CCOCC1)F)N1C[C@H]([C@@H](C1)F)N(C)C trans-1-(2-amino-5-fluoro-4-(2-morpholinopyrimidin-5-yl)phenyl)-4-fluoro-N,N-dimethylpyrrolidin-3-amine